1-propanesulfonic acid hydrobromide salt Br.C(CC)S(=O)(=O)O